FC1=C(C=C(C(=C1)C(=O)N1CCCCC1)F)C1=NC=2C=CNC(C2C(=C1)NC1=NC=C(C=C1)N1CCC(CC1)O)=O 2-[2,5-difluoro-4-(piperidine-1-carbonyl)phenyl]-4-[[5-(4-hydroxy-1-piperidyl)-2-pyridyl]amino]-6H-1,6-naphthyridin-5-one